N-[6-vinyl-3-(2-methylphenyl)-1-oxo-2,3-dihydro-1H-isoindol-4-yl]-1-benzothiophene-3-carboxamide C(=C)C1=CC(=C2C(NC(C2=C1)=O)C1=C(C=CC=C1)C)NC(=O)C1=CSC2=C1C=CC=C2